C(CC)(=O)ON(CCN)C(C)(C)C tert-butyl-((2-aminoethyl) amino) propionate